C(C)(C)C1=C(NC2=CC=C(C=C12)C=1C=C(C=CC1)CO)C1=C2C(=NC=C1)NN=C2 (3-(3-isopropyl-2-(1H-pyrazolo[3,4-b]pyridin-4-yl)-1H-indol-5-yl)phenyl)methanol